BrC(C\C=C/CC)C (Z)-6-bromohept-3-ene